CC=1C(=C(C(=O)OC2NCCC2)C=CC1)OC(C)=O (Pyrrolidin-2-yl) methylacetoxybenzoate